(2S)-1,7,10-tribenzyl-2-(4-butoxybenzyl)-4-(4-methoxybenzyl)-1,4,7,10-tetraazacyclododecan C(C1=CC=CC=C1)N1[C@H](CN(CCN(CCN(CC1)CC1=CC=CC=C1)CC1=CC=CC=C1)CC1=CC=C(C=C1)OC)CC1=CC=C(C=C1)OCCCC